(2S)-1-(4-methyl-5-(5-cyclopropylsulfonamido-6-methoxypyridin-3-yl)-1,3-thiazol-2-ylcarbamoyl)prolinamide CC=1N=C(SC1C=1C=NC(=C(C1)NS(=O)(=O)C1CC1)OC)NC(=O)N1[C@@H](CCC1)C(=O)N